IC1=CN([C@H]2C[C@H](O)[C@@H](CO[Si](C)(C)C(C)(C)C)O2)C=2N=CN=C(C12)N 7-deaza-7-iodo-5'-O-tert-butyldimethylsilyl-2'-deoxyadenosine